FC(OC1=CC=C(C=C1)C1=CN(C=2N=CN=C(C21)N)CC=2N=NN(C2)C2=C(C=CC=C2)F)F 5-[4-(difluoromethoxy)phenyl]-7-{[1-(2-fluorophenyl)-1H-1,2,3-triazol-4-yl]methyl}-7H-pyrrolo[2,3-d]pyrimidin-4-amine